C(CCCCCCCCC)C(C(=O)O)(CCCCCCCCCC(=O)O)CC(CCCC)CC.CC1=C(C=CC(=C1)C)S(=O)(=O)NCCOC1=CC2=CC=CC=C2C=C1 2,4-dimethyl-N-(2-(naphthalen-2-yloxy)ethyl)benzenesulfonamide n-decyl-(2-ethylhexyl)dodecanedioate